3-chloro-5-fluorobenzyl 4-(5-(((1H-1,2,3-triazol-5-yl)methyl)amino)-1,3,4-oxadiazol-2-yl)piperidine-1-carboxylate N1N=NC=C1CNC1=NN=C(O1)C1CCN(CC1)C(=O)OCC1=CC(=CC(=C1)F)Cl